C(C)C1N(CCC1)C1=CC=C(C=N1)N 6-(2-ethyl-pyrrolidin-1-yl)pyridin-3-amine